BrC=1C=C2C(CC3(CCN(CC3)C(=O)OC(C)(C)C)C2=CC1)O tert-butyl 5-bromo-3-hydroxy-2,3-dihydrospiro[indene-1,4'-piperidine]-1'-carboxylate